N-{4'-chloro-2-[(2,4-dimethoxybenzyl)sulfamoyl]biphenyl-4-yl}-2-(2-chlorophenyl)acetamide ClC1=CC=C(C=C1)C1=C(C=C(C=C1)NC(CC1=C(C=CC=C1)Cl)=O)S(NCC1=C(C=C(C=C1)OC)OC)(=O)=O